N-[3-(6-chlorooxazolo[5,4-b]pyridin-2-yl)-1-bicyclo[1.1.1]pentanyl]-5-(methylsulfonylmethyl)furan-2-carboxamide ClC=1C=C2C(=NC1)OC(=N2)C21CC(C2)(C1)NC(=O)C=1OC(=CC1)CS(=O)(=O)C